2-(5-chloro-2-imino-3-((1-(3-methylbenzyl)-1H-1,2,3-triazol-4-yl)methyl)-2,3-dihydro-1H-benzo[d]imidazol-1-yl)-1-(3,4-dichlorophenyl)ethan-1-ol ClC1=CC2=C(N(C(N2CC=2N=NN(C2)CC2=CC(=CC=C2)C)=N)CC(O)C2=CC(=C(C=C2)Cl)Cl)C=C1